C(#N)[C@@H](C1=CC(=CC=C1)OC1=CC=CC=C1)OC(=O)[C@H]1C([C@H]1C=C(Cl)Cl)(C)C |&1:2| (RS)-α-cyano-3-phenoxybenzyl-(1RS)-cis,trans-3-(2,2-dichlorovinyl)-2,2-dimethylcyclopropane-1-carboxylate